((2R,3R,4S,5R)-4-acetoxy-5-(2-amino-7-((1-methyl-1H-pyrazol-3-yl)methyl)-8-oxo-7,8-dihydro-9H-purin-9-yl)-3-fluorotetrahydrofuran-2-yl)methylacetat C(C)(=O)O[C@@H]1[C@@H]([C@H](O[C@H]1N1C2=NC(=NC=C2N(C1=O)CC1=NN(C=C1)C)N)COC(C)=O)F